ClC1=NC=NC=2N(C(CN(C12)CC#N)=O)CC1=CC(=C(C=C1)OC)OC 2-(4-chloro-8-(3,4-dimethoxybenzyl)-7-oxo-7,8-dihydro-pteridin-5(6H)-yl)acetonitrile